C(C)N(CCC[SiH](C=1C=C(C=C)C=CC1)COC)CC 3-[(3-diethylaminopropyl)methoxymethylsilyl]styrene